C(CCCCC)OCCOCCO 2-(2-hexyloxy-ethoxy)ethanol